ClC=1C=C2C=C(NC2=C(C1F)F)C(=O)N1CC2(C1)CNC2 (5-chloro-6,7-difluoro-1H-indol-2-yl)(2,6-diazaspiro[3.3]heptan-2-yl)methanone